FC(CC(C(=O)NC1=NC=CC(=C1)C1=C(C2=NC=CC(=C2N1)C)C1=NC=CC=C1)C1=CC=C(C=C1)F)F 4,4-difluoro-2-(4-fluorophenyl)-N-{4-[7-methyl-3-(pyridin-2-yl)-1H-pyrrolo[3,2-b]pyridin-2-yl]pyridin-2-yl}butanamide